tert-Butyl (4S,6S)-4-(3-fluoro-6-(5-(fluoromethoxy)picolinamido)pyridin-2-yl)-4-methyl-6-(trifluoromethyl)-5,6-dihydro-4H-1,3-oxazin-2-ylcarbamate FC=1C(=NC(=CC1)NC(C1=NC=C(C=C1)OCF)=O)[C@]1(N=C(O[C@@H](C1)C(F)(F)F)NC(OC(C)(C)C)=O)C